1-Ethyl-2-(6-trifluoromethyl-benzothiazol-2-ylamino)-1H-benzoimidazole-5-carboxylic acid (2-methylsulfanyl-ethyl)-amide CSCCNC(=O)C1=CC2=C(N(C(=N2)NC=2SC3=C(N2)C=CC(=C3)C(F)(F)F)CC)C=C1